COC=1C=C(C=CC1)C1=NN2C(=NC=3C=CC=CC3C2=N1)N[C@@H]1C(NCC1)=O (3S)-3-{[2-(3-methoxyphenyl)[1,2,4]triazolo[1,5-c]quinazolin-5-yl]amino}pyrrolidin-2-one